CN(CCCNC(=O)NCCCN(C)C)C N,N'-bis-(3-dimethylaminopropyl)urea